(S)-2-(4-chlorophenyl)-3-((2S,6R)-2,6-dimethylmorpholino)-1-(4-((5R,7R)-7-hydroxy-5-methyl-6,7-dihydro-5H-cyclopenta[d]pyrimidin-4-yl)piperazin-1-yl)propan-1-one ClC1=CC=C(C=C1)[C@H](C(=O)N1CCN(CC1)C=1C2=C(N=CN1)[C@@H](C[C@H]2C)O)CN2C[C@@H](O[C@@H](C2)C)C